ClC=1C=C(C=C(C1CC=1OC(N(N1)CC(C)C)=O)Cl)N1N=C(C(NC1=O)=O)C#N 2-(3,5-dichloro-4-((4-isobutyl-5-oxo-4,5-dihydro-1,3,4-oxadiazol-2-yl)methyl)phenyl)-3,5-dioxo-2,3,4,5-tetrahydro-1,2,4-triazine-6-carbonitrile